C(C(O)CC(=O)[O-])(=O)[O-] Malat